bis(2-hydroxyphenyl)-beryllium OC1=C(C=CC=C1)[Be]C1=C(C=CC=C1)O